CC1(C(NCC1)=C(C(=O)OCC)C(=O)OCC)C 1,3-diethyl 2-(3,3-dimethylpyrrolidin-2-ylidene)propanedioate